FC(C(=O)OCCCCCCC\C=C\CCC)=C (E)-dodec-8-en-1-yl 2-fluoroacrylate